2-chloro-N-(2-(1-ethoxyethyl)-5-methylphenyl)acetamide ClCC(=O)NC1=C(C=CC(=C1)C)C(C)OCC